O.C(C)(C)(C)OC(CC[C@H](NC(=O)OCC1C2=CC=CC=C2C2=CC=CC=C12)C(=O)O)=O fmoc-L-glutamic acid-5-tert-butyl ester hydrate